((1-(4-methylbenzyl)pyrrolidin-3-yl)methyl)piperazine-1-carboxamide CC1=CC=C(CN2CC(CC2)CC2N(CCNC2)C(=O)N)C=C1